glycerol acetate carbonate C(O)(=O)OC(COC(C)=O)CO